OCCN(C(=C)C)CCO N,N-bis(2-hydroxyethyl)-2-aminopropene